C(C)(C)OC=1C(=CC2=CNN=C2C1)C(=O)NC1=NC(=CC=C1)C(F)(F)F 6-isopropoxy-N-(6-(trifluoromethyl)pyridin-2-yl)-2H-indazole-5-carboxamide